CN(C=1C=C2C=CN(C(C2=CC1)=O)COCC[Si](C)(C)C)C 6-(dimethylamino)-2-((2-(trimethylsilyl)ethoxy)methyl)isoquinolin-1(2H)-one